C12(OCC(C1)C2)CO 2-oxabicyclo[2.1.1]hexan-1-ylmethanol